C(C)OC(=O)C=1O[C@]([C@H](C1C=1C(=NC(=CC1)C(F)F)OC)C)(C(F)(F)F)C |r| rac-(4S,5R)-3-(6-(difluoromethyl)-2-methoxypyridin-3-yl)-4,5-dimethyl-5-(trifluoromethyl)-4,5-dihydrofuran-2-carboxylic acid ethyl ester